7-(6-(7,8-dimethyl-3-(trifluoromethyl)-[1,2,4]triazolo[4,3-b]pyridazin-6-yl)-5,6,7,8-tetrahydro-1,6-naphthyridin-3-yl)-2-oxa-7-azaspiro[3.5]nonane CC1=C(C=2N(N=C1N1CC=3C=C(C=NC3CC1)N1CCC3(COC3)CC1)C(=NN2)C(F)(F)F)C